CN(C)CC1=C(C=CC2=NC=3C4=CC=5[C@@](C(OCC5C(N4CC3C=C12)=O)=O)(O)CC)O (19S)-8-[(dimethylamino)methyl]-19-ethyl-7,19-dihydroxy-17-oxa-3,13-diazapentacyclo[11.8.0.02,11.04,9.015,20]henicosa-1(21),2(11),3,5,7,9,15(20)-heptaene-14,18-dione